tert-butyl 4-(6-((tert-butyldimethylsilyl) oxy)-3-hydroxyhexyl)-1,4-diazacycloheptane-1-carboxylate [Si](C)(C)(C(C)(C)C)OCCCC(CCN1CCN(CCC1)C(=O)OC(C)(C)C)O